C1(CCCCC1)C(=O)N1C=2N(CC(C1)CNC(OCCCC)=O)N=CC2 butyl ((4-(cyclohexanecarbonyl)-4,5,6,7-tetrahydropyrazolo[1,5-a]pyrimidin-6-yl)methyl)carbamate